CC=1C(=NOC1C)NS(=O)(=O)C=1C(=CC=CC1)C1=C(C=C(C=C1)CC1(C(N(C2=CC(=CC=C12)F)C)=O)C)COCC N-(4,5-dimethylisoxazol-3-yl)-2'-(ethoxymethyl)-4'-((6-fluoro-1,3-dimethyl-2-oxoindolin-3-yl)methyl)-[1,1'-biphenyl]-2-sulfonamide